dimethylcobalt C[Co]C